C1(CCCCCCC\C=C/CCCCC1)=O (Z)-cyclopentadec-9-enone